7-(cyclopentylamino)-N,N-diethyl-2-phenyl-1H-indole-5-carboxamide C1(CCCC1)NC=1C=C(C=C2C=C(NC12)C1=CC=CC=C1)C(=O)N(CC)CC